C(C)(=O)[C@@H]1CN(CCO1)C(=O)OC(C)(C)C tert-butyl (2S)-2-acetylmorpholine-4-carboxylate